N1N=C(C=C1)C(C)N1C[C@]2(CCN3N=C(C=C32)C=3C=C(C(=NC3)N)C(F)(F)F)CC1 5-{(3R)-1-[1-(1H-pyrazol-3-yl)ethyl]-5',6'-dihydrospiro[pyrrolidine-3,4'-pyrrolo[1,2-b]pyrazol]-2'-yl}-3-(trifluoromethyl)pyridin-2-amine